2,4-dichloroterephthalic acid ClC1=C(C(=O)O)C=CC(C1)(C(=O)O)Cl